5-(tert-butyl)-N-((2s,4r)-6-(6-(1-methyl-1H-pyrazol-4-yl)pyrazolo[1,5-a]pyrazin-4-yl)-6-azaspiro[3.4]oct-2-yl)-1,2,4-oxadiazole-3-carboxamide C(C)(C)(C)C1=NC(=NO1)C(=O)NC1CC2(C1)CN(CC2)C=2C=1N(C=C(N2)C=2C=NN(C2)C)N=CC1